CN1C(C(=C(C2=CC=C(C=C12)CC1COC1)N1CCC(CC1)(C=1OC2=C(N1)C=C(C=C2)C)C)C#N)=O 1-Methyl-4-[4-methyl-4-(5-methyl-1,3-benzoxazol-2-yl)piperidin-1-yl]-7-[(oxetan-3-yl)methyl]-2-oxo-1,2-dihydro-quinoline-3-carbonitrile